1-hexacosanoyl-d4-2-hydroxy-sn-glycero-3-phosphocholine C(C(CCCCCCCCCCCCCCCCCCCCCCCC([2H])([2H])[2H])[2H])(=O)OC[C@@H](OO)COP(=O)([O-])OCC[N+](C)(C)C